ClC=1C=CC(=C(C1)O)N(C1C(CNCC1)C)C 5-chloro-2-[methyl-(3-methyl-4-piperidinyl)amino]phenol